ClC1=C(C(=O)NNC(=O)C2C(C3CCC2C3)C(=O)O)C=CC=C1 3-(2-(2-chlorobenzoyl)hydrazine-1-carbonyl)bicyclo[2.2.1]heptane-2-carboxylic acid